3-(5-(((1R,2R)-2-(3-(2-methoxyphenoxy)azetidin-1-yl)cyclopentyl)oxy)-1-oxoisoindolin-2-yl)piperidine-2,6-dione COC1=C(OC2CN(C2)[C@H]2[C@@H](CCC2)OC=2C=C3CN(C(C3=CC2)=O)C2C(NC(CC2)=O)=O)C=CC=C1